(S)-N-(6-(1,2-dimethyl-1H-imidazol-5-yl)isoquinolin-3-yl)-2-(3-fluoropyrrolidin-1-yl)acetamide CN1C(=NC=C1C=1C=C2C=C(N=CC2=CC1)NC(CN1C[C@H](CC1)F)=O)C